4-(hydroxy(methyl)amino)butan-1-ol ON(CCCCO)C